1,3-dimethyl-5-(5-methyl-1-(1-phenylethyl)-1H-pyrazol-4-yl)pyridine CN1CC(=CC(=C1)C=1C=NN(C1C)C(C)C1=CC=CC=C1)C